(R)-N-(4-(3-((5-bromopyrimidin-2-yl)amino)pyrrolidine-1-carbonyl)-2-methylphenyl)acrylamide BrC=1C=NC(=NC1)N[C@H]1CN(CC1)C(=O)C1=CC(=C(C=C1)NC(C=C)=O)C